3-(2-{5-[(3R,5R)-3-amino-5-fluoropiperidine-1-carbonyl]-7-methoxy-1-methyl-1H-1,3-benzodiazol-2-yl}-1-(cyclopropylmethyl)-1H-pyrrolo[2,3-b]pyridin-6-yl)-5-chlorophenol N[C@H]1CN(C[C@@H](C1)F)C(=O)C1=CC2=C(N(C(=N2)C2=CC=3C(=NC(=CC3)C=3C=C(C=C(C3)Cl)O)N2CC2CC2)C)C(=C1)OC